CN(C)C=C(C(=O)O)C(C1=CC=CC=C1)=O dimethylamino-2-benzoylacrylic acid